N1N=NC2=C1C=CC(=C2)C(=O)C2N(CC1(C2CNC1)OC)C=1C(=CC=C(C1)CCC=O)OC(F)(F)F 5-(1H-Benzotriazol-5-carbonyl-3a-methoxy-3,4,6,6a-tetrahydro-1H-pyrrolo[3,4-c]pyrrol-2-yl)-3-[4-(trifluoromethoxy)phenyl]propan-1-on